FC=1C=C2C(=C(C(NC2=CC1)=O)C(\C=C\C1=CN(C(C=C1)=O)CC#C)=O)C1=CC=CC=C1 6-fluoro-3-[(2E)-3-[6-oxo-1-(prop-2-yn-1-yl)-1,6-dihydropyridin-3-yl]prop-2-enoyl]-4-phenyl-1,2-dihydroquinolin-2-one